C(C=C)CN allylmethylamin